3-Benzyl-1H-pyrazole-4-carboxylic acid ethyl ester C(C)OC(=O)C=1C(=NNC1)CC1=CC=CC=C1